1-(2,6-difluorophenyl)-N-(3-fluoro-4-((1-isopropyl-2-keto-2,3-dihydro-1H-imidazo[4,5-b]pyridin-7-yl)oxy)phenyl)-5-(trifluoromethyl)-1H-pyrazole-4-carboxamide FC1=C(C(=CC=C1)F)N1N=CC(=C1C(F)(F)F)C(=O)NC1=CC(=C(C=C1)OC1=C2C(=NC=C1)NC(N2C(C)C)=O)F